trans-2-[4-[5-(methoxymethyl)-4-(4-methylphenyl)-1,2,4-triazol-3-yl]cyclohexyl]oxopyrazine COCC=1N(C(=NN1)[C@@H]1CC[C@H](CC1)C1N=CC=NC1=O)C1=CC=C(C=C1)C